N-(4-(6-(azetidin-3-yloxy)-7-methoxyquinazolin-4-yl)phenyl)-2-(4-(trifluoromethyl)phenyl)acetamide N1CC(C1)OC=1C=C2C(=NC=NC2=CC1OC)C1=CC=C(C=C1)NC(CC1=CC=C(C=C1)C(F)(F)F)=O